C(C(=C)CC(=O)[O-])(=O)OCCCCCCCC Octyl Itaconate